3'-O-(azidomethyl)-2'-deoxyguanosine N(=[N+]=[N-])CO[C@H]1C[C@@H](O[C@@H]1CO)N1C=NC=2C(=O)NC(N)=NC12